tert-butyl (2S,5R)-4-((E)-2-amino-1-(4-fluorophenyl)-2-(hydroxyimino)ethyl)-2,5-dimethylpiperazine-1-carboxylate N/C(/C(C1=CC=C(C=C1)F)N1C[C@@H](N(C[C@H]1C)C(=O)OC(C)(C)C)C)=N/O